BrC=1C=C(C=2C(N(CC2C1)[C@@H](C)C1CC1)=O)S(=O)(=O)NCC1(CC1)CO (S)-6-bromo-2-(1-cyclopropylethyl)-N-((1-(hydroxymethyl)cyclopropyl)methyl)-3-oxoisoindoline-4-sulfonamide